2-[1-[4-[6-(cyclobutoxy)-5-methoxy-2-pyridinyl]-2,6-difluoro-phenyl]-4-piperidinyl]acetic acid C1(CCC1)OC1=C(C=CC(=N1)C1=CC(=C(C(=C1)F)N1CCC(CC1)CC(=O)O)F)OC